((2-(((3S,6S,10aS)-3-(3-(4-ethynyloxazol-5-yl)azetidine-1-carbonyl)-5-oxodecahydropyrrolo[1,2-a]azocin-6-yl)carbamoyl)benzo[b]thiophen-5-yl)difluoromethyl)phosphonic acid C(#C)C=1N=COC1C1CN(C1)C(=O)[C@@H]1CC[C@H]2N1C([C@H](CCCC2)NC(=O)C2=CC1=C(S2)C=CC(=C1)C(F)(F)P(O)(O)=O)=O